(2S,4R)-1-(((9H-fluoren-9-yl)methoxy)carbonyl)-4-(phenethylamino)pyrrolidine-2-carboxylic acid C1=CC=CC=2C3=CC=CC=C3C(C12)COC(=O)N1[C@@H](C[C@H](C1)NCCC1=CC=CC=C1)C(=O)O